3-(4-fluoro-3-(trifluoromethyl)phenyl)-5-(2-oxo-2-(pyrrolidin-1-yl)ethyl)pyrazolo[1,5-a]pyrazin-4(5H)-one FC1=C(C=C(C=C1)C=1C=NN2C1C(N(C=C2)CC(N2CCCC2)=O)=O)C(F)(F)F